4-(3-(4-chloro-2-fluorophenyl)-2,3-dihydrobenzo[b][1,4]dioxin-5-yl)piperidine TFA salt OC(=O)C(F)(F)F.ClC1=CC(=C(C=C1)C1OC2=C(OC1)C=CC=C2C2CCNCC2)F